4-[[4-fluoro-3-[4-[4-[(2-methyl-3-oxo-1H-pyrazolo[3,4-d]pyrimidin-6-yl)amino]phenyl]piperazine-1-carbonyl]phenyl]methyl]-2H-phthalazin-1-one FC1=C(C=C(C=C1)CC1=NNC(C2=CC=CC=C12)=O)C(=O)N1CCN(CC1)C1=CC=C(C=C1)NC1=NC=C2C(=N1)NN(C2=O)C